5-[(4-{[4-Carbamoyl-3-(4-ethanesulfonamidophenyl)-1H-pyrazol-5-yl]amino}pyridin-2-yl)oxy]pentanoic acid C(N)(=O)C=1C(=NNC1NC1=CC(=NC=C1)OCCCCC(=O)O)C1=CC=C(C=C1)NS(=O)(=O)CC